C(C)(C)(C)C1=CC(=CC(=C1O)C(C)(C)C)C 2,6-ditert-butyl-para-cresol